C1(CCCCC1)\C=C/C(=O)O (Z)-3-Cyclohexylacrylic acid